1-acetylindoline-5-sulfonyl chloride C(C)(=O)N1CCC2=CC(=CC=C12)S(=O)(=O)Cl